(5-(3-(2-fluorophenyl)azetidin-1-yl)-2,3-dihydro-1H-inden-1-yl)piperidine-4-carboxylic acid FC1=C(C=CC=C1)C1CN(C1)C=1C=C2CCC(C2=CC1)N1CCC(CC1)C(=O)O